FC(C=1C=C(C=CC1F)CN)F (3-(difluoromethyl)-4-fluorophenyl)methylamine